N1=CN=C2N=CNC2=C1N[C@@H](CC)C=1OC2=CC=CC=C2C(C1C1=CC(=CC=C1)F)=O (S)-2-(1-((7H-purin-6-yl)amino)propyl)-3-(3-fluorophenyl)-4H-chromen-4-one